9-nitro-1,2,4,5,11,11a-hexahydro-3H-[1,4]diazepino[1,7-a]indole-3-carboxylic acid tert-butyl ester C(C)(C)(C)OC(=O)N1CCN2C(CC=3C=C(C=CC23)[N+](=O)[O-])CC1